NC=1C2=C(N=C(N1)[2H])C=CC(=N2)C=2C=C(C=CC2)C=2OC(=CN2)[C@@]2(C(N(CC2)C)=O)O (S)-3-(2-(3-(4-aminopyrido[3,2-d]pyrimidin-6-yl-2-d)phenyl)oxazol-5-yl)-3-hydroxy-1-methylpyrrolidin-2-one